6-[(2S)-2-aminobutyl]-2-chloro-N-[(furan-2-yl)methyl]-7H-pyrrolo[2,3-d]pyrimidin-4-amine N[C@H](CC1=CC2=C(N=C(N=C2NCC=2OC=CC2)Cl)N1)CC